(R)-N-(2-(difluoromethoxy)benzyl)-2-(4-(5-fluoropyridin-2-yl)-1,9-dioxaspiro[5.5]undecane-4-yl)ethane-1-amine FC(OC1=C(CNCC[C@]2(CCOC3(C2)CCOCC3)C3=NC=C(C=C3)F)C=CC=C1)F